BrC=1C=CC=2N(N1)N=CC2C(=O)OCC ethyl 6-bromopyrazolo[1,5-b]pyridazine-3-carboxylate